FC1=NC(=CC(=C1)CN1C(=CC=C1)C(=O)NC=1SC=C(N1)C(C)(C)OC(C)C)OC 1-((2-fluoro-6-methoxypyridin-4-yl)methyl)-N-(4-(2-isopropoxypropan-2-yl)thiazol-2-yl)-1H-pyrrole-2-carboxamide